CC1(N(CCC(C1)=O)C(=O)OC(C)(C)C)C Tert-butyl 2,2-dimethyl-4-oxopiperidin-1-carboxylate